2-oxo-N-(phenyl(4-(1-(2,2,2-trifluoroethyl)piperidin-4-yl)phenyl)methyl)-6-(trifluoromethyl)-1,2-dihydropyridine-3-carboxamide O=C1NC(=CC=C1C(=O)NC(C1=CC=C(C=C1)C1CCN(CC1)CC(F)(F)F)C1=CC=CC=C1)C(F)(F)F